FC1(C2(CC2C(=O)O)CCN(C1)S(N)(=O)=O)F 4,4-Difluoro-6-sulfamoyl-6-azaspiro[2.5]octane-1-carboxylic acid